C(=C\C1=CC=CC=C1)/C1=NC2=CC=CC=C2C=N1 (E)-2-styryl-quinazoline